1-(4-bromo-3-(((tertbutyldimethylsilyl)oxy)methyl)phenyl)ethanone BrC1=C(C=C(C=C1)C(C)=O)CO[Si](C)(C)C(C)(C)C